NC1=CC(=C(C(=O)OC)C=C1)Cl methyl 4-amino-2-chlorobenzoate